C(C)(C)(C)OC(\C=C\C(=C)C1=C(C=CC(=C1)C)C(NC=1C=CC=C2C=CC=NC12)=O)=O (E)-4-(5-methyl-2-(quinolin-8-ylcarbamoyl)phenyl)penta-2,4-dienoic acid tert-butyl ester